CON(C1=NC(=NC(=N1)NCCC)NC(CC)=O)C N-(4-(methoxy(methyl)amino)-6-(propylamino)-1,3,5-triazin-2-yl)propanamide